C1(=CC=C(C=C1)C#C)C#C p-phenylenedivinylene